NC1=C(C=2C=C3C(=NC2N1C1=C(C(=CC=C1C)O)C)OCC3(C)C)C(=O)N 6-amino-7-(3-hydroxy-2,6-dimethylphenyl)-3,3-dimethyl-3,7-dihydro-2H-furo[2,3-b]pyrrolo[3,2-e]pyridine-5-carboxamide